(S)-N-(1-((1,1-bis(4-fluorophenyl)prop-1-en-2-yl)amino)-4-methyl-1-oxopentan-2-yl)-3-hydroxy-4-methoxypicolinamide FC1=CC=C(C=C1)C(=C(C)NC([C@H](CC(C)C)NC(C1=NC=CC(=C1O)OC)=O)=O)C1=CC=C(C=C1)F